FC(C1=NC(=NC=C1)C1=CC2=C(SCC(N2)=O)C=C1)(F)F 6-(4-(trifluoromethyl)pyrimidin-2-yl)-2H-benzo[b][1,4]thiazin-3(4H)-one